C1(=CC=CC=C1)C1=NC(=NC(=N1)C1=CC=CC=C1)C1=C(C=C(C=C1)OCC1=CC=CC=C1)O 2,4-diphenyl-6-(2-hydroxy-4-benzyloxyphenyl)-1,3,5-triazine